FC(C(O)(O)C=1C=C(C=CC1)NC(=O)N1C=[N+](C=C1)[O-])(F)F ((3-(2,2,2-trifluoro-1,1-dihydroxyethyl)phenyl)carbamoyl)-1H-imidazole 3-oxide